COC(CC(=O)C=1SC=C(C1)C1=CN(C2=CC=C(C=C12)F)C(=O)OC(C)(C)C)=O 3-(4-(5-fluoro-1-Boc-1H-indol-3-yl)thiophen-2-yl)-3-oxopropanoic acid methyl ester